C(CCCCCCCCCCCCCCC)OC(CC(C)C)C (1,3-dimethylbutyl) hexadecyl ether